N-phenyl-N-(4-piperidinyl)piperidineamide C1(=CC=CC=C1)N(C(=O)N1CCCCC1)C1CCNCC1